C1(CC1)N1CCC(C2=CC(=C(N=C12)N1CCNCC1)F)=O 1-cyclopropyl-6-fluoro-7-(piperazinyl)-2,3-dihydro-1,8-naphthyridin-4(1H)-one